N,N-dimethyl-2-[6-[(3S)-3-methyl-2,3,4,5-tetrahydropyridin-6-yl]indazol-2-yl]ethanamine CN(CCN1N=C2C=C(C=CC2=C1)C=1CC[C@@H](CN1)C)C